2'-(3-chloro-1H-pyrrolo[2,3-b]pyridin-5-yl)-N,N-dimethyl-6',7'-dihydro-5'H-spiro[piperidine-4,4'-pyrazolo[1,5-a]pyridine]-1-sulfonamide ClC1=CNC2=NC=C(C=C21)C2=NN1C(C3(CCC1)CCN(CC3)S(=O)(=O)N(C)C)=C2